COC=1N=C2C(=C3C(=NC2=CC1COCCN1CCCC1)CCC3)NC3CCOCC3 2-methoxy-N-(oxan-4-yl)-3-{[2-(pyrrolidin-1-yl)ethoxy]methyl}-6H,7H,8H-cyclopenta[b]1,5-naphthyridin-9-amine